(1s,4s)-4-(2-(cyclopentylamino)-8-(2,6-dichloro-4-fluorophenylamino)-9H-purin-9-yl)cyclohexanecarboxamide C1(CCCC1)NC1=NC=C2N=C(N(C2=N1)C1CCC(CC1)C(=O)N)NC1=C(C=C(C=C1Cl)F)Cl